(3R)-4-(7-(cyclopropylsulfonyl)-6-methyl-2-(1H-pyrazol-3-yl)-6,7,8,9-tetrahydro-2H-1,2,3,7-tetraazabenzo[cd]azulen-4-yl)-3-methylmorpholine C1(CC1)S(=O)(=O)N1C(C=2C3=C(N(N=C3CC1)C1=NNC=C1)N=C(C2)N2[C@@H](COCC2)C)C